2-methyl-N-(3-(4-methyl-1H-imidazol-1-yl)-5-(trifluoromethyl)phenyl)-3-((6-morpholinoimidazo[1,2-b]pyridazin-3-yl)ethynyl)benzamide CC1=C(C(=O)NC2=CC(=CC(=C2)C(F)(F)F)N2C=NC(=C2)C)C=CC=C1C#CC1=CN=C2N1N=C(C=C2)N2CCOCC2